OC1CN(CC1)C(C[C@H](CSC1=CC=CC=C1)NC1=C(C=C(C=C1)S(=O)(=O)N)S(=O)(=O)C(F)(F)F)=O 4-(((2R)-4-(3-Hydroxypyrrolidin-1-yl)-4-oxo-1-(phenylthio)butan-2-yl)amino)-3-((trifluoromethyl)sulfonyl)benzenesulfonamide